5-(2-chloro-5-(isobutyrylaminomethyl)benzoylamino)-1-(3-methoxypropyl)-N-(4-(trifluoromethoxy)phenyl)-1H-indole-2-carboxamide ClC1=C(C(=O)NC=2C=C3C=C(N(C3=CC2)CCCOC)C(=O)NC2=CC=C(C=C2)OC(F)(F)F)C=C(C=C1)CNC(C(C)C)=O